(1'R,2'R)-4-butyl-5'-methyl-2'-(Prop-1-en-2-yl)-1',2',3',4'-tetrahydro-[1,1'-biphenyl]-2,6-diol C(CCC)C=1C=C(C(=C(C1)O)[C@H]1[C@@H](CCC(=C1)C)C(=C)C)O